ammonium propane-1-sulfonate C(CC)S(=O)(=O)[O-].[NH4+]